BrC\C=C(\CCCC(CCCC(CCCC(C)C)C)C)/C (E)-1-bromo-3,7,11,15-tetramethyl-hexadec-2-ene